2,5-di(pyrazol-1-yl)benzene-1,4-diol N1(N=CC=C1)C1=C(C=C(C(=C1)O)N1N=CC=C1)O